1-(6-(4-(trifluoromethyl)styryl)-2-azaspiro[3.3]heptan-2-yl)prop-2-en-1-one FC(C1=CC=C(C=CC2CC3(CN(C3)C(C=C)=O)C2)C=C1)(F)F